3-methyl-3-(2,3,4,6-tetrafluorophenoxy)azetidine CC1(CNC1)OC1=C(C(=C(C=C1F)F)F)F